OCC=1C=C2C(C=CO2)=C(C1)O 6-(Hydroxymethyl)benzofuran-4-ol